CC1=CSC2=C1N=CN=C2N2CCC(CC2)NC(=O)C2C(C2)C2=CC=CC=C2 N-(1-(7-Methylthieno[3,2-d]pyrimidin-4-yl)piperidin-4-yl)-2-phenylcyclopropanecarboxamide